CC1=CC(=CC=C1)NC(=S)NN N-(3-methylphenyl)hydrazinecarbothioamide